C(CCCCCCCCCCCCCCCCC)(=O)O.C(CCCCCCCCCCCCCCCCC)(=O)O.CC(=O)C acetone distearate